6-(benzyloxy)-8,8-difluoro-2-(1-((2-(trimethylsilyl)ethoxy)methyl)-1H-pyrazol-4-yl)-6,7,8,9-tetrahydro-4H-thieno[2,3-c]Chromen-4-one C(C1=CC=CC=C1)OC1CC(CC=2C3=C(C(OC12)=O)SC(=C3)C=3C=NN(C3)COCC[Si](C)(C)C)(F)F